Prostan CCCCCCC[C@H]1CCC[C@@H]1CCCCCCCC